5-(4-(3-aminopropyl)piperazin-1-yl)-2-(2,6-dioxopiperidin-3-yl)-6-fluoroisoindoline-1,3-dione NCCCN1CCN(CC1)C=1C=C2C(N(C(C2=CC1F)=O)C1C(NC(CC1)=O)=O)=O